C(C)OP(=O)(OCC)C(C(=O)O)(CC(C)C)[2H] 2-(diethoxyphosphoryl)-4-methylpentanoic acid-2-d